NC1=NC=NC2=C(C=C(C=C12)C)C(=O)NC1=C2C=CN=C(C2=CC=C1C)NC1=C(C(=CC=C1)Cl)F 4-amino-N-(1-((3-chloro-2-fluorophenyl)amino)-6-methylisoquinolin-5-yl)-6-methylquinazolin-8-carboxamide